FC1=CC=C(C=C1)C1=C(C=NN1C)/C=C/C(=O)NC1=CC=C(CP(OCC)(OCC)=O)C=C1 diethyl (E)-(4-(3-(5-(4-fluorophenyl)-1-methyl-1H-pyrazol-4-yl) acrylamido)benzyl)phosphonate